N-(4-methoxyphenyl)benzamidine COC1=CC=C(C=C1)NC(C1=CC=CC=C1)=N